FC1=C(C(=CC(=C1)F)F)S(=O)(=O)NC=1C(=NC=C(C1)C=1C=C2C(=CC=NC2=CC1)N1CCN(CC1)C(\C=C\C(C)=O)=O)OC (E)-2,4,6-trifluoro-N-(2-methoxy-5-(4-(4-(4-oxopent-2-enoyl)piperazin-1-yl)quinolin-6-yl)pyridin-3-yl)benzenesulfonamide